NCC(=O)N[C@@H]([C@@H](C)CC)C(=O)O Glycyl-Isoleucine